[2H][C@H](C)C1=CC=NC=C1 |r| racemic-4-(α-deuterioethyl)pyridine